2-(1-methyl-6-oxo-1,6-dihydropyridin-2-yl)ethane-1-sulfonic acid sodium salt [Na+].CN1C(=CC=CC1=O)CCS(=O)(=O)[O-]